C(#N)C1=CC=C(C=C1)N1CC(CC1=O)NC(=O)NC1=C(C=CC=C1)C(F)(F)F 1-[1-(4-cyanophenyl)-5-oxopyrrolidin-3-yl]-3-[2-(trifluoromethyl)phenyl]urea